(S)-1-(sec-butyl)-6-chloro-N-(1-(3,4,5-trimethoxyphenyl)-1H-imidazol-4-yl)-1H-pyrazolo[3,4-d]pyrimidin-4-amine [C@H](C)(CC)N1N=CC=2C1=NC(=NC2NC=2N=CN(C2)C2=CC(=C(C(=C2)OC)OC)OC)Cl